FC1=C(C2=CC=CC=C2[C@]12CCC=1C(NC(=NC1C2)SC)=O)C (R)-2-fluoro-3-methyl-2'-(methylthio)-5',8'-dihydro-3'H-spiro[indene-1,7'-quinazoline]-4'(6'H)-one